1-(3-Ethyl-2-methoxyquinolin-7-yl)ethan-1-one C(C)C=1C(=NC2=CC(=CC=C2C1)C(C)=O)OC